N-cyclopentyl-N-(2-((2-morpholinoethyl)amino)-1-(4-nitrophenyl)-2-oxoethyl)-4-(pyridin-1-yl)butanamide C1(CCCC1)N(C(CCCN1CC=CC=C1)=O)C(C(=O)NCCN1CCOCC1)C1=CC=C(C=C1)[N+](=O)[O-]